CN([C@@H](C(F)F)C1=CC=C(C=C1)[S@@](=O)(N)=NC(NC1=C2CCCC2=CC=2CCCC12)=O)C |o1:12| (R,R) or (S,R)-4-(1-(dimethylamino)-2,2-difluoroethyl)-N'-((1,2,3,5,6,7-hexahydro-s-indacen-4-yl)carbamoyl)benzenesulfonimidamide